CN(C(C(N1CCNCC1)=O)=O)C N,N-dimethyl-2-oxo-2-piperazin-1-yl-acetamide